The molecule is a sulfoglycolipid in which alpha,alpha-trehalose, sulfated at the 2'-position, is acylated at the 2-position with palmitic acid, and at the 3-position with (2E,4S)-2,4-dimethyldocos-2-enoic acid. It is a sulfoglycolipid and a polyacyl alpha,alpha-trehalose derivative. It derives from an alpha,alpha-trehalose. CCCCCCCCCCCCCCCCCC[C@H](C)/C=C(\\C)/C(=O)O[C@H]1[C@@H]([C@H](O[C@@H]([C@@H]1OC(=O)CCCCCCCCCCCCCCC)O[C@@H]2[C@@H]([C@H]([C@@H]([C@H](O2)CO)O)O)OS(=O)(=O)O)CO)O